BrCC1=NC=2C3=C(SC4=C(C2O1)C=C(C=C4)Cl)C=CC=C3 2-bromomethyl-11-chloro-1-oxa-8-thia-3-aza-dibenzo[e,h]azulene